2-[[4-chloro-7-[2-(chloromethyl)allyloxymethyl]pyrazolo[4,3-c]pyridin-1-yl]methoxy]ethyl-trimethyl-silane ClC1=NC=C(C2=C1C=NN2COCC[Si](C)(C)C)COCC(=C)CCl